NC(=O)CCCCCCCCC Capramid